C(C=C)OC(=O)C=1C=CC=C(C(=O)O)C1 5-((allyloxy)carbonyl)benzoic acid